ClC1=CC2=C(C(C3=C(N(S2(=O)=O)C)C=CC=C3)NCCCCCCC(=O)O)C=C1 7-(3-chloro-6-methyl-5,5-dioxido-6,11-dihydrodibenzo[c,f][1,2]thiazepine-11-ylamino)heptanoic acid